C1(CCC(CC1)C(C)C)(C)OC(C(C)O)O (1-menthyloxy)-1,2-propanediol